ClC=1C=CC2=C([C@@H](CCO2)NC(CC2=NC(=NN2CC)C2=CC(=C(C=C2)Cl)OC(C)C)=O)C1 N-[(4R)-6-Chloro-3,4-dihydro-2H-1-benzopyran-4-yl]-2-[3-(4-chloro-3-isopropyloxyphenyl)-1-ethyl-1H-1,2,4-triazol-5-yl]acetamid